BrC=1C=CC(=NC1)OC1=C(C=CC=C1)F 5-bromo-2-(2-fluoro-phenoxy)pyridine